N-benzhydryl-2-(1-(benzo[4,5]imidazo[1,2-a]pyrimidin-2-yl)piperidin-4-yl)acetamide C(C1=CC=CC=C1)(C1=CC=CC=C1)NC(CC1CCN(CC1)C1=NC=2N(C=C1)C1=C(N2)C=CC=C1)=O